(2-(5-Fluoropyrimidin-2-yl)-5-methylpyridin-3-yl)((1S,4S,6R)-6-((5-(trifluoromethyl)pyridin-2-yl)amino)-2-azabicyclo[2.2.1]hept-2-yl)methanone FC=1C=NC(=NC1)C1=NC=C(C=C1C(=O)N1[C@@H]2[C@@H](C[C@H](C1)C2)NC2=NC=C(C=C2)C(F)(F)F)C